1-(5-((2R,4R)-2-(2,5-difluorophenyl)-4-hydroxypyrrolidin-1-yl)pyrazolo[1,5-a]pyrimidin-3-yl)-3-((1S,2R)-2-fluorocyclopropyl)thiourea FC1=C(C=C(C=C1)F)[C@@H]1N(C[C@@H](C1)O)C1=NC=2N(C=C1)N=CC2NC(=S)N[C@@H]2[C@@H](C2)F